OC1(CN(C1)C1=CC(=C2C(C(=CN(C2=N1)C=1SC=CN1)C(=O)O)=O)C)C 7-(3-hydroxy-3-methylazetidin-1-yl)-5-methyl-4-oxo-1-(1,3-thiazol-2-yl)-1,4-dihydro-1,8-naphthyridine-3-carboxylic acid